melamine pyrophosphate salt OP(O)(=O)OP(=O)(O)O.N1=C(N)N=C(N)N=C1N